(R)-4-propyl-pyrrole C(CC)C=1C=CNC1